BrC1=CC(=C(C=C1)S(=O)(=O)CC1CCN(CC1)C(C)=O)C(F)(F)F 1-(4-(((4-bromo-2-(trifluoromethyl)phenyl)sulfonyl)methyl)piperidin-1-yl)ethan-1-one